Bis(tri-tert-butylphosphino)palladium (0) C(C)(C)(C)P(C(C)(C)C)(C(C)(C)C)[Pd-2]P(C(C)(C)C)(C(C)(C)C)C(C)(C)C